O=C1N(C(C=C1)=O)CCSSCCC(=O)NCC1=CC(=C(C=C1)CO)[N+](=O)[O-] 3-((2-(2,5-dioxo-2,5-dihydro-1H-pyrrol-1-yl)ethyl)dithio)-N-(4-(hydroxymethyl)-3-nitrobenzyl)propanamide